[Si](C1=CC=CC=C1)(C1=CC=CC=C1)(C(C)(C)C)OCCC(C)C=1N=C(C2=CN=C(C(=C2C1C)F)Cl)N1CC2CCC(C1)N2C(=O)OC(C)(C)C tert-butyl 3-[3-[3-[tert-butyl(diphenyl)silyl]oxy-1-methyl-propyl]-6-chloro-5-fluoro-4-methyl-2,7-naphthyridin-1-yl]-3,8-diazabicyclo[3.2.1]octane-8-carboxylate